hydroxymevalonate OC(C(=O)[O-])[C@@](O)(C)CCO